NC(CN1CCC(CC1)CNC(OC(C)(C)C)=O)=O tert-butyl ((1-(2-amino-2-oxoethyl)piperidin-4-yl)methyl)carbamate